4-(8-fluoro-imidazo[1,2-a]pyridin-3-yl)-7-[[5-[(2S)-2-(1-hydroxy-1-methyl-ethyl)morpholin-4-yl]-2-pyridyl]amino]-2,3-dihydro-pyrrolo[3,4-c]pyridin-1-one FC=1C=2N(C=CC1)C(=CN2)C2=NC=C(C1=C2CNC1=O)NC1=NC=C(C=C1)N1C[C@H](OCC1)C(C)(C)O